(E)-3-(4-methylbenzylidene)-5-(4-methylphenyl)-N-(quinolin-8-yl)pent-4-ynylamide CC1=CC=C(\C=C(/CC([NH-])C=2C=CC=C3C=CC=NC23)\C#CC2=CC=C(C=C2)C)C=C1